CN1N=CC=C1C1=C(C2=C(N=CS2)C=C1)C#N 6-(2-methylpyrazol-3-yl)-1,3-benzothiazole-7-carbonitrile